4-phenylbenzene-1-formaldehyde C1(=CC=CC=C1)C1=CC=C(C=C1)C=O